2-methyl-6,6-bis(4-sulfonatobutyl)-9,12,15,18-tetraoxa-6-aza-2-silaheneicosane-6-ium C[SiH](C)CCC[N+](CCOCCOCCOCCOCCC)(CCCCS(=O)(=O)[O-])CCCCS(=O)(=O)[O-]